(S)-4-(cyclopropylethynyl)-4-(1,1-difluoroethyl)-6-fluoro-7-((6-oxopyridazin-1(6H)-yl)methyl)-3,4-dihydroquinazolin-2(1H)-one C1(CC1)C#C[C@@]1(NC(NC2=CC(=C(C=C12)F)CN1N=CC=CC1=O)=O)C(C)(F)F